C(C1=CC=CC=C1)SC=1C=C(C(=CC1)N)N 4-(benzylthio)benzene-1,2-diamine